CC1=C(C=C(C(=C1)C(CC1=C(C=CC=C1)C)=O)C)N=CN(C)CC N'-(2,5-dimethyl-4-(2-(o-tolyl)acetyl)phenyl)-N-ethyl-N-methylformamidine